FC1=C(C=C(C(=C1)C(F)(F)F)F)N 2,5-difluoro-4-(trifluoromethyl)phenylamine